ClC1=CC(=C(O[C@H](C(=O)O)C)C=C1)C=1C(=NN(C1)C)C (2S)-2-[4-chloro-2-(1,3-dimethyl-1H-pyrazol-4-yl)phenoxy]propionic acid